Cl.C(C)(C)(C)OC(CCC(=O)NCCC1=NC(=NO1)C1CC1)=O 4-((2-(3-cyclopropyl-1,2,4-oxadiazol-5-yl)ethyl)amino)-4-oxobutanoic acid tert-butyl ester hydrochloride